ClC1=CC=C(S1)CNC1=CC(=NN1C(C(C)(C)C)=O)C1CCN(CC1)CC1=NC=CC=C1 1-(5-{[(5-Chlorothiophen-2-yl)methyl]amino}-3-[1-(pyridin-2-ylmethyl)piperidin-4-yl]-1H-pyrazol-1-yl)-2,2-dimethylpropan-1-on